(3,5-dimethyl-1H-pyrazol-1-yl)(1-(8-fluoro-7-(8-fluoronaphthalen-1-yl)-2-((tetrahydro-1H-pyrrolizin-7a(5H)-yl)methoxy)pyrido[4,3-d]pyrimidin-4-yl)piperidin-4-yl)methanone CC1=NN(C(=C1)C)C(=O)C1CCN(CC1)C=1C2=C(N=C(N1)OCC13CCCN3CCC1)C(=C(N=C2)C2=CC=CC1=CC=CC(=C21)F)F